2-((6-fluoro-2-methylpyridin-3-yl)oxy)-N-(4-fluoro-3-(methylsulfinyl)phenyl)-4-methyl-5-(trifluoromethyl)nicotinamide FC1=CC=C(C(=N1)C)OC1=C(C(=O)NC2=CC(=C(C=C2)F)S(=O)C)C(=C(C=N1)C(F)(F)F)C